(2S,3S)-ethyl 3-((2-(3-chloro-5H-pyrrolo[2,3-b]pyrazin-7-yl)-6-(5-chlorothiophen-2-yl)-5-fluoropyrimidin-4-yl)amino)bicyclo[2.2.2]octane-2-carboxylate ClC1=CN=C2C(=N1)NC=C2C2=NC(=C(C(=N2)N[C@@H]2[C@H](C1CCC2CC1)C(=O)OCC)F)C=1SC(=CC1)Cl